5-(3-bromophenyl)-5,8,8-trimethyl-3-(trifluoromethyl)-5,8,9,10-tetrahydropyrido[2,3-b][1,6]naphthyridin-6(7H)-one BrC=1C=C(C=CC1)C1(C2=C(NC=3CC(NC(C13)=O)(C)C)N=CC(=C2)C(F)(F)F)C